methyl (3-((6-((4,4-difluorocyclohexyl)amino)-2-(methylsulfonyl)pyrimidin-4-yl)oxy)cyclobutyl)(methyl)carbamate FC1(CCC(CC1)NC1=CC(=NC(=N1)S(=O)(=O)C)OC1CC(C1)N(C(OC)=O)C)F